C(#N)C=1C=C(C=CC1)C=1N=C(SC1C1=CC(=NC(=C1)C)C)NC(=O)N1C[C@@H](N([C@H](C1)C)C(=O)OC(C)(C)C)C tert-Butyl (2S,6S)-4-[[4-(3-cyanophenyl)-5-(2,6-dimethyl-4-pyridyl)thiazol-2-yl]carbamoyl]-2,6-dimethyl-piperazine-1-carboxylate